5-(2-chlorophenoxy)-3-((3,4-dimethylbenzyl)amino)-4H-benzo[e][1,2,4]thiadiazine 1,1-dioxide ClC1=C(OC2=CC=CC3=C2NC(=NS3(=O)=O)NCC3=CC(=C(C=C3)C)C)C=CC=C1